ClC1=CC=CC2=C1N(C(N2C2CCOCC2)=O)C2=CC=C(C=C2)C[C@@H](C(=O)O)NC(C2=C(C=CC=C2F)Cl)=O (S)-3-(4-(7-chloro-2-oxo-3-(tetrahydro-2H-pyran-4-yl)-2,3-dihydro-1H-benzo[d]imidazol-1-yl)phenyl)-2-(2-chloro-6-fluorobenzamido)propionic acid